CCCCC/C=C\\C/C=C\\C[C@@H](/C=C/C=C\\CCCC(=O)O)OO The molecule is a 9-HPETE in which the 9-hydroxy group has S stereochemistry. It has a role as a mouse metabolite. It derives from an icosa-5,7,11,14-tetraenoic acid. It is a conjugate acid of a 9(S)-HPETE(1-). It is an enantiomer of a 9(R)-HPETE.